2-(tert-butyloxycarbonyl)-N6-(4-(4-methoxyphenyl)butyryl)-L-lysine C(C)(C)(C)OC(=O)[C@](N)(CCCCNC(CCCC1=CC=C(C=C1)OC)=O)C(=O)O